5-(dimethylamino)-N-(6-(4-(6-oxo-6,7,8,9-tetrahydro-2,7,9a-triaza-benzo[cd]azulen-1-yl)phenoxy)hexyl)naphthalene-1-sulfonamide CN(C1=C2C=CC=C(C2=CC=C1)S(=O)(=O)NCCCCCCOC1=CC=C(C=C1)C1=NC2=C3C(C(NCCN13)=O)=CC=C2)C